CP(=O)(C)C=1C=CC=2N(C1)C=C(N2)NC(CC2=CC(=C(OC1=NC=CC=C1C(=O)N)C=C2)F)=O 2-(4-(2-((6-(dimethylphosphoryl)imidazo[1,2-a]pyridin-2-yl)amino)-2-oxoethyl)-2-fluorophenoxy)pyridine-3-carboxamide